N-(5-(N,N-bis(4-methoxybenzyl)sulfamoyl)-2-chloroquinolin-7-yl)-2-(2-chlorophenyl)acetamide COC1=CC=C(CN(S(=O)(=O)C2=C3C=CC(=NC3=CC(=C2)NC(CC2=C(C=CC=C2)Cl)=O)Cl)CC2=CC=C(C=C2)OC)C=C1